C1(=C(C=CC=C1)C=1N=NNC1C(=O)O)C 4-(o-tolyl)-1H-1,2,3-triazole-5-carboxylic acid